C(CC)O.[Cu+2] copper (II) propanol